1,5-dichloro-3-(ethoxymethoxy)-2-iodo-benzene ClC1=C(C(=CC(=C1)Cl)OCOCC)I